[Si]([O-])([O-])([O-])[O-].[Ba+2].[Ba+2] barium silicate